Cl.ClC1=C(C=CC=C1Cl)N1CCN(CC1)C(C[C@@H]1CC[C@H](CC1)N)=O trans-4-{2-[4-(2,3-dichlorophenyl)-piperazin-1-yl]-2-oxo-ethyl}-cyclohexylamine hydrochloride